C1(CC1)C#CC1=CC=2C(C3=CC(=CC=C3C2C=C1)C#CC1CC1)CO 2,7-di(cyclopropylethynyl)-9-fluorenylmethanol